CC1=C(C=CC=C1)C1=CC=CC=2C3=CC=CC=C3NC12 (o-methylphenyl)carbazole